[6-(1H-pyrazolo[4,3-b]pyridin-5-ylmethyl)-2-azaspiro[3.3]heptan-2-yl]-[(3S)-3-(1H-1,2,4-triazol-5-yl)pyrrolidin-1-yl]methanone N1N=CC2=NC(=CC=C21)CC2CC1(CN(C1)C(=O)N1C[C@H](CC1)C1=NC=NN1)C2